CC1(C(=CCC1)C)CC(=O)OC methyl (1,2-dimethyl-2-cyclopentenyl)acetate